butyl (1-(6-(azetidin-3-yloxy)hexanoyl)piperidin-4-yl)carbamate N1CC(C1)OCCCCCC(=O)N1CCC(CC1)NC(OCCCC)=O